[Na+].CC(C(=O)[O-])=C 2-methyl-2-propenoic acid sodium salt